(S)-2-(4-(2-(4-(5-(3,5-difluorophenyl)-4,5-dihydro-1H-pyrazol-1-carbonyl)piperazin-1-yl)-5-fluoropyrimidin-4-yl)-3-methyl-1H-pyrazol-1-yl)acetamide FC=1C=C(C=C(C1)F)[C@@H]1CC=NN1C(=O)N1CCN(CC1)C1=NC=C(C(=N1)C=1C(=NN(C1)CC(=O)N)C)F